C(C)(C)(C)OC(=O)N1[C@H]([C@@H](C1)N1CCN(CC1)C(=O)OCC1=CC=CC=C1)CC=O benzyl 4-((2S,3R)-1-(tert-butoxycarbonyl)-2-(2-oxoethyl)azetidin-3-yl)piperazine-1-carboxylate